[Si](C1=CC=CC=C1)(C1=CC=CC=C1)(C(C)(C)C)OCCCCOCCC(=O)OC(C)(C)C tert-butyl 3-(4-((tert-butyldiphenylsilyl)oxy)butoxy)propanoate